4-chloro-2-(1-methylpiperazin-4-yl)-1-p-toluenesulfonyl-1H-pyrrole ClC=1C=C(N(C1)S(=O)(=O)C1=CC=C(C)C=C1)N1CCN(CC1)C